ClC1=C(C=CC=C1)[C@H]1OC1 (R)-2-(2-chlorophenyl)oxirane